C(C)[Si](OC)(CC)CCCCCCC(=O)O 4-Diethylmethoxysilylpropyl-butyric acid